(2S,4R)-4-hydroxypiperidine OC1CCNCC1